ClC=1C=C(C=C(C1)NS(=O)(=O)C)NC(=O)C1=CN(C(=C1)C1=CC=CC=C1)CC N-(3-chloro-5-(methylsulfonamido)phenyl)-1-ethyl-5-phenyl-1H-pyrrole-3-carboxamide